FC(F)(F)[N-]C(F)(F)F di(trifluoromethyl)amide